FC(C1=CC=C(C=C1)NC(=O)C1N(CCN(C1)C(=O)OC(C)(C)C)C(=O)OCC1=CC=CC=C1)(F)F 1-benzyl 4-(tert-butyl) 2-((4-(trifluoromethyl)phenyl)carbamoyl)piperazine-1,4-dicarboxylate